N1=CC=C2N1CCCN2C=2C=NC=1CCN(CC1C2)C2=C(C=C(N=N2)C(=O)N2CC(C2)CO)C (6-(3-(6,7-dihydropyrazolo[1,5-a]pyrimidin-4(5H)-yl)-7,8-dihydro-1,6-naphthyridin-6(5H)-yl)-5-methylpyridazin-3-yl)(3-(hydroxymethyl)azetidin-1-yl)methanone